CC1(CC1)C(=O)N1[C@@H](CNC(C1)C=1SC=CC1)C (1-methylcyclopropyl)-[(2R)-2-methyl-5-(2-thienyl)piperazin-1-yl]methanone